BrC1=CC=C(C=C1)C1=CC=C(O1)C=C1C(C2=CC=CC=C2C1=O)=O 2-[[5-(4-Bromophenyl)-2-furanyl]methylene]-1H-indene-1,3(2H)-dione